4-(2-Methoxy-3'-(octyloxy)biphenyl-3-ylamino)-2-(pyridin-2-ylamino)pyrimidine-5-carboxamide COC1=C(C=CC=C1NC1=NC(=NC=C1C(=O)N)NC1=NC=CC=C1)C1=CC(=CC=C1)OCCCCCCCC